5-fluoro-2-methoxy-d3-benzoic acid methyl ester COC(C1=C(C=CC(=C1)F)OC([2H])([2H])[2H])=O